BrC1=CC=C(C=C1)[C@H](C)O (1S)-1-(4-bromophenyl)ethanol